C(#N)C[C@H](CC)NC(=O)C=1N=NC(=CC1)OCC=1C(=NOC1C)C=1C=NC(=CC1)C (S)-N-(1-Cyanobutan-2-yl)-6-((5-methyl-3-(6-methylpyridin-3-yl)isoOxazol-4-yl)methoxy)pyridazine-3-carboxamide